C1NNN=N1 2-tetrazole